2,2'-dihydroxy-4,4'-dimethoxy-5,5'-disulfobenzophenone, disodium salt [Na+].[Na+].OC1=C(C(=O)C2=C(C=C(C(=C2)S(=O)(=O)[O-])OC)O)C=C(C(=C1)OC)S(=O)(=O)[O-]